C(=O)=[Rh](C1(C(=C(C(=C1C)C)C)C)C)=C=O dicarbonyl-(pentamethyl-cyclopentadienyl)rhodium